C1(=CC=CC=C1)C(CC)N1C2N(CCC1)CCC2 1-(1-phenyl-propyl)octahydropyrrolo[1,2-a]pyrimidine